(E)-3-(3-(3-(3-chloro-1H-indazol-6-yl)acrylamido)-5-fluoro-4-methylphenyl)propanoic acid ClC1=NNC2=CC(=CC=C12)/C=C/C(=O)NC=1C=C(C=C(C1C)F)CCC(=O)O